C(C)(C)(C)OC(=O)N1[C@@H](COCC1)CC[C@H](C(C)C)N1CC(C1)C=1C=C(C=2N(C1)C(=NC2)C)C2=C(C=C(C=C2)F)C(N(C(C)C)CC)=O (3R)-3-[(3R)-3-[3-(8-{2-[ethyl(isopropyl)carbamoyl]-4-fluorophenyl}-3-methylimidazo[1,5-a]pyridin-6-yl)azetidin-1-yl]-4-methylpentyl]morpholine-4-carboxylic acid tert-butyl ester